5-(benzo[d]thiazol-6-yl)-N-(3-(hydroxymethyl)phenyl)-1-(6-methylpyridin-2-yl)-1H-pyrazole-3-carboxyamide S1C=NC2=C1C=C(C=C2)C2=CC(=NN2C2=NC(=CC=C2)C)CC(=O)NC2=CC(=CC=C2)CO